ClC=1C=NC=C(C1[C@@H](C)OC=1C=C2C(=NN(C2=CC1)C1OCCCC1)C=1N=NC(=CC1)N1CC2(C1)CN(C2)S(=O)(=O)C)Cl 5-((R)-1-(3,5-dichloropyridin-4-yl)ethoxy)-3-(6-(6-(methylsulfonyl)-2,6-diazaspiro[3.3]heptan-2-yl)pyridazin-3-yl)-1-(tetrahydro-2H-pyran-2-yl)-1H-indazole